CCCCCCCCCCCCCCCCCCCC(=O)O[C@H](COC(=O)CCCCCCC/C=C\CCCCCCCCC)COP(=O)([O-])OCC[N+](C)(C)C 1-(9Z-nonadecenoyl)-2-eicosanoyl-glycero-3-phosphocholine